FC=1C=C(C2=C(OCCO2)C1)NC1=NC=2N(C(=C1)NC)N=CC2NC(=O)NCCOC 1-(5-((7-fluoro-2,3-dihydrobenzo[b][1,4]dioxin-5-yl)amino)-7-(methylamino)pyrazolo[1,5-a]pyrimidin-3-yl)-3-(2-methoxyethyl)urea